2-(2-(2-(dibenzylamino)ethyl)-4-methoxyphenyl)acetic acid C(C1=CC=CC=C1)N(CCC1=C(C=CC(=C1)OC)CC(=O)O)CC1=CC=CC=C1